[N+]([O-])(=NC1=CC=C(C=C1)OC)C1=CC=C(C=C1)OC 4,4'-Azoxyanisol